BrC=1SC(=C(N1)C(CCO[Si](C)(C)C(C)(C)C)OC1OCCCC1)Br 2,5-dibromo-4-[3-[(tert-butyldimethylsilyl)oxy]-1-(oxan-2-yloxy)propyl]-1,3-thiazole